CN(C1CCC(CC1)NC1=NC=2N(C(C(=NC2C=N1)C1=CC(=C(C(=C1)F)NS(=O)(=O)CC1=CC=C(C=C1)C)F)=O)C(C)C)C N-[4-[2-[[4-(Dimethylamino)cyclohexyl]amino]-8-isopropyl-7-oxo-pteridin-6-yl]-2,6-difluoro-phenyl]-1-(p-tolyl)methanesulfonamide